3-(4-acetylphenyl)-N-(4-methoxyphenyl)-N-methylpropanamide C(C)(=O)C1=CC=C(C=C1)CCC(=O)N(C)C1=CC=C(C=C1)OC